C1(CC1)O[C@@H]([C@@H](C=1OC2=C(N1)C=C(C=C2)[C@@H](COC)N2C(N[C@@H](C2)C(F)(F)F)=O)NC(=O)C2=CC=NN2C(C)C)C N-((1S,2R)-2-cyclopropoxy-1-(5-((S)-2-methoxy-1-((S)-2-oxo-4-(trifluoromethyl)-imidazolidin-1-yl)ethyl)-benzo[d]oxazol-2-yl)propyl)-1-isopropyl-1H-pyrazole-5-carboxamide